Fluoroacetylacetone europium [Eu].FCC(=O)CC(C)=O